NC1=CC=C(C(=C1)N)N 2,4,5-triaminobenzene